C(C)(C)(C)C12C(N(C(N(C1=O)C1CC1)=O)C13CC(C1)(C3)NS(NC)(=O)=O)=C(C(N(C2NC2=C(C=C(C=C2)I)F)C)=O)C tert-butyl-3-cyclopropyl-5-(2-fluoro-4-iodo-anilino)-6,8-dimethyl-1-[3-(methylsulfamoylamino)-1-bicyclo[1.1.1]pentanyl]pyrido[4,3-d]pyrimidine-2,4,7-trione